N1=C(C=CC=C1)C1=NNC=C1N1C(=CC=CC1)C1=CC=NC=C1 N-(3-(pyridin-2-yl)-1H-pyrazol-4-yl)-[2,4'-bipyridine]